P(=O)(OC(CCCCC)C)(OC(CCCCC)C)OC(CCCCC)C tri(methylhexyl) phosphate